acetenyl-monoamine C(#C)N